FC=1C=C(C=CC1)CN1C2=C(C=CC=C2C=2CCC(CC12)CCCCCC)C(=O)O 9-[(3-fluorophenyl)methyl]-2-hexyl-2,3,4,9-tetrahydro-1H-carbazole-8-carboxylic acid